((3R,4S)-4-((3-chloro-6-(1-methyl-1H-pyrazol-4-yl)pyrazolo[1,5-a]pyrazin-4-yl)oxy)-3-fluoroazepan-1-yl)prop-2-en-1-one ClC=1C=NN2C1C(=NC(=C2)C=2C=NN(C2)C)O[C@@H]2[C@@H](CN(CCC2)C(C=C)=O)F